tetrahydro-2H-pyran-2-carboxylate O1C(CCCC1)C(=O)[O-]